C1(CC1)C=1C(=NON1)C(=O)N[C@H](C(NC=1N=CN(C1)CC=1C(NC=CC1)=O)=O)C(C1CC1)C1CC1 4-cyclopropyl-N-[(1S)-1-(dicyclopropylmethyl)-2-oxo-2-[[1-[(2-oxo-1H-pyridin-3-yl)methyl]imidazol-4-yl]amino]ethyl]-1,2,5-oxadiazole-3-carboxamide